C(=C)C=1C(=C(C=CC1)O)C(C)(C)C vinyl-tertiary butyl-phenol